N-((1R,2S)-2-Acrylamidocyclopentyl)-4-oxo-5-(6-phenylpyridazin-4-yl)-4,5-dihydro-3H-1-thia-3,5,8-triazaacenaphthylene-2-carboxamide C(C=C)(=O)N[C@@H]1[C@@H](CCC1)NC(=O)C=1SC=2N=CC=C3N(C(NC1C23)=O)C2=CN=NC(=C2)C2=CC=CC=C2